methyl 2-(3-(3-methoxyphenyl)-1-methylureido)-5-oxo-5H-thieno[3,2-b]pyran-6-carboxylate COC=1C=C(C=CC1)NC(N(C)C1=CC=2OC(C(=CC2S1)C(=O)OC)=O)=O